C1(CC1)COC1=CC=C(C(=O)NC2=CC=C(C=C2)[C@@H]2CN(CCO2)C(=O)OC(C)(C)C)C=C1 |r| (RS)-tert-butyl 2-(4-(4-(cyclopropylmethoxy)benzamido)phenyl)morpholine-4-carboxylate